1-[4-(N,N-dimethylamino)phenyl]-1-(4'-dimethylsilanylphenyl)ethylene CN(C)C1=CC=C(C=C1)C(=C)C1=CC=C(C=C1)[SiH](C)C